1,3-bis(2-methoxyphenyl)propane-1,3-dione COC1=C(C=CC=C1)C(CC(=O)C1=C(C=CC=C1)OC)=O